3-[5-(4-amino-5-{3-fluoro-4-[(4-methylpyrimidin-2-yl)oxy]phenyl}-7-{[2-(trimethylsilyl)ethoxy]methyl}-7H-pyrrolo[2,3-d]pyrimidin-6-yl)-2-chloropyridin-4-yl]propan-1-ol NC=1C2=C(N=CN1)N(C(=C2C2=CC(=C(C=C2)OC2=NC=CC(=N2)C)F)C=2C(=CC(=NC2)Cl)CCCO)COCC[Si](C)(C)C